C1(C=C(CCC1)C(=O)O)C1=CC=CC=C1 1,4,5,6-tetrahydro-[1,1'-biphenyl]-3-carboxylic acid